ClC=1C=C(CNC(=O)[C@]2(C=3C=CC=NC3[C@H](CC2)O)F)C=CC1Cl (5S,8S)-N-(3,4-dichloro-benzyl)-5-fluoro-8-hydroxy-5,6,7,8-tetrahydroquinoline-5-carboxamide